C1[C@@H]2[C@H]([C@@H]([C@H]([C@@H](O2)OC(=O)C3=CC(=C(C(=C3)O)O)O)O)OC(=O)C4=CC(=C(C(=C4C5=C(C(=C(C=C5C(=O)O1)O)O)O)O)O)O)O The molecule is an ellagitannin with a hexahydroxydiphenoyl group bridging over the 3-O and 6-O of the glucose core. It has a role as an antihypertensive agent, an EC 3.4.15.1 (peptidyl-dipeptidase A) inhibitor, a non-steroidal anti-inflammatory drug and an antioxidant. It is an ellagitannin and a gallate ester.